N-phenyl-maleamide C1(=CC=CC=C1)NC(\C=C/C(=O)N)=O